CC(/C=C/C(C(=O)O)NC(C1=CC(=NC=C1)N1C=NN=C1)=O)(C)C (E)-5,5-dimethyl-2-[2-(4H-1,2,4-triazol-4-yl)isonicotinoylamino]-3-hexenoic acid